2-amino-9-((2R,4S,5R)-4-hydroxy-5-(hydroxymethyl)-5-vinyltetrahydrofuran-2-yl)-1,9-dihydro-6H-purin-6-one NC=1NC(C=2N=CN(C2N1)[C@@H]1O[C@]([C@H](C1)O)(C=C)CO)=O